BrC=1C=C(\C=C/2\ON(OS2)CCCCCCC(=O)NO)C=CC1 (Z)-7-(5-(3-bromobenzylidene)-2,4-dioxathiazolidine-3-yl)-N-hydroxyheptanamide